COC(C1=CC=C(C=C1)C(C(NC=1SC2=C(N1)C=C(C(=C2)OC)OC)=O)OC2=CC=C(C=C2)C#N)=O 4-[(4-Cyano-phenoxy)-(5,6-dimethoxy-benzothiazol-2-ylcarbamoyl)-methyl]-benzoic acid methyl ester